C(C)(C)(C)C1=C(C(=CC(=C1)C(C)(C)C)C)C(C1=C(C=C(C=C1C)C(C)(C)C)C(C)(C)C)OP(O)O.NC=1C=C(C(=O)N[C@@H]2CC[C@@H](CC2)C(C)(C)CC)C=C(C1)N 3,5-diamino-N-(cis-4-tert-pentylcyclohexyl)benzamide Bis(2,4-di-tert-butyl-6-methylphenyl)methylphosphit